CC=1N=CC(=NC1)N[C@@H]1C[C@@H]2CN([C@H]1C2)C(=O)C2=C(C=CC=C2)C2=NC=CC=N2 ((1S,4S,6R)-6-((5-methylpyrazin-2-yl)amino)-2-azabicyclo[2.2.1]hept-2-yl)(2-(pyrimidin-2-yl)phenyl)methanone